[Si](C)(C)(C(C)(C)C)OCC1=CC(=NC=N1)C(=O)N1C(CN(CC1)C(=O)OC(C)(C)C)(C)C tert-butyl 4-(6-(((tert-butyldimethylsilyl)oxy)methyl)pyrimidine-4-carbonyl)-3,3-dimethylpiperazine-1-carboxylate